(4-(4-amino-7-(pent-4-en-1-yl)-7H-pyrrolo[2,3-d]pyrimidin-5-yl)phenyl)-3-(5-tert-butyl-isoxazol-3-yl)urea NC=1C2=C(N=CN1)N(C=C2C2=CC=C(C=C2)NC(=O)NC2=NOC(=C2)C(C)(C)C)CCCC=C